C(CCCCCCC)SCCO 2-(octylthio)ethane-1-ol